6-(2-Chloro-6-fluorophenyl)-4-((4-(morpholine-4-carbonyl)phenyl)amino)pyridazine-3-carboxamide ClC1=C(C(=CC=C1)F)C1=CC(=C(N=N1)C(=O)N)NC1=CC=C(C=C1)C(=O)N1CCOCC1